4-(2-((1-methyl-1H-indol-6-yl)sulfonyl)-2,8-diazaspiro[4.5]decan-8-yl)phenol CN1C=CC2=CC=C(C=C12)S(=O)(=O)N1CC2(CC1)CCN(CC2)C2=CC=C(C=C2)O